1,2-diamino-5-(4-methylphenyl)-3-(1-methyl-1H-pyrazol-4-yl)pyrazine tert-butyl-(S)-3-((1-(7,8-dichloro-4-(4-methyl-1H-imidazol-1-yl)quinolin-2-yl)pyrrolidin-2-yl)methoxy)propanoate C(C)(C)(C)OC(CCOC[C@H]1N(CCC1)C1=NC2=C(C(=CC=C2C(=C1)N1C=NC(=C1)C)Cl)Cl)=O.NN1C(C(=NC(=C1)C1=CC=C(C=C1)C)C=1C=NN(C1)C)N